Ethyl 4-(4-fluorophenyl)-2-((2-iodophenyl)amino)-6-methyl-1,4-dihydropyrimidine-5-carboxylate FC1=CC=C(C=C1)C1N=C(NC(=C1C(=O)OCC)C)NC1=C(C=CC=C1)I